1,3,5-tris-(3,5-di-tert-butyl-4-hydroxybenzyl)-1,3,5-triazine C(C)(C)(C)C=1C=C(CN2CN(CN(C2)CC2=CC(=C(C(=C2)C(C)(C)C)O)C(C)(C)C)CC2=CC(=C(C(=C2)C(C)(C)C)O)C(C)(C)C)C=C(C1O)C(C)(C)C